ClC1=NC(=NC(=N1)C1=CC=CC=C1)C1=CC=C(C=C1)C=1C=C(C2=C(OC3=C2C=CC=C3)C1)C1=CC=CC=C1 2-chloro-4-phenyl-6-(4-(1-phenyldibenzo[b,d]furan-3-yl)phenyl)-1,3,5-triazine